1-(5-[(5-chlorothiophen-2-yl)methyl]amino-3-(oxan-4-yl)-1H-pyrazol-1-yl)-2,2-dimethylpropan-1-one ClC1=CC=C(S1)CNC1=CC(=NN1C(C(C)(C)C)=O)C1CCOCC1